C(C)(C)(C)OC(=O)NNC(=O)C=1CCN(CC1)C(CC=1OC(=NN1)C=1C=NC(=NC1)NC1CC2=CC=CC=C2C1)=O N'-[(tert-butoxy)carbonyl]-1-[2-(5-{2-[(2,3-dihydro-1H-inden-2-yl)amino]pyrimidin-5-yl}-1,3,4-oxadiazol-2-yl)acetyl]-1,2,3,6-tetrahydropyridine-4-carbohydrazide